FC(OC=1C=C(C=CC1)C1=NN(C=2C1=NC=C(C2)C(=O)NC2(CCOCC2)CO)C(C)C)F 3-(3-(difluoromethoxy)phenyl)-N-(4-(hydroxymethyl)tetrahydro-2H-pyran-4-yl)-1-isopropyl-1H-pyrazolo[4,3-b]pyridine-6-carboxamide